C(C)C(C(=O)[O-])CCCC.OC(C[N+](C)(C)C)C (2-hydroxypropyl)trimethylammonium 2-ethylhexanoate